FC(C(F)(F)F)(OC(C(F)(F)F)(F)F)F perfluoro(ethoxyethane)